COC(C(C(=O)OC)([Se]C1=CC=CC=C1)CC=C)=O 2-allyl-2-(phenylseleno)malonic acid dimethyl ester